COC(CC(=O)C1=CC(=C(C=C1)Cl)Cl)=O 3-(3,4-dichlorophenyl)-3-oxo-propionic acid methyl ester